3-(((2,3-Bis(stearoyloxy)propoxy)(2-cyanoethoxy)phosphoryl)oxy)-N,N,N-trimethylpropan-1-aminium Chloride [Cl-].C(CCCCCCCCCCCCCCCCC)(=O)OC(COP(=O)(OCCC#N)OCCC[N+](C)(C)C)COC(CCCCCCCCCCCCCCCCC)=O